C(C=C)[C@H]1C([C@H]2[C@H](CN(C2)C(=O)OCC2=CC=CC=C2)C1)=O |&1:3| rac-benzyl (3aS,6aR)-5-allyl-4-oxohexahydrocyclopenta[c]pyrrole-2(1H)-carboxylate